C(C)(C)(C)OC(NC(C(=O)N1CCC2(C[C@@H](OC2=O)CCN2CCN(CC2)C2=CC(=CC=C2)Cl)CC1)(C)C)=O (R)-(1-(3-(2-(4-(3-chlorophenyl)piperazin-1-yl)ethyl)-1-oxo-2-oxa-8-azaspiro[4.5]decan-8-yl)-2-methyl-1-oxopropan-2-yl)carbamic acid tert-butyl ester